5-(trifluoromethoxy)-1H-indole-2-carboxylic Acid FC(OC=1C=C2C=C(NC2=CC1)C(=O)O)(F)F